C(C)(C)(C)OC(=O)N(C1=CC(=NC=2N1N=CC2C#N)NC[C@@H]2[C@H](CN(CC2)C(=O)OC(C)(C)C)O)CC2=CC=C(C=C2)C2=NC=CC=C2 tert-butyl (3R,4R)-4-(((7-((tert-butoxycarbonyl)(4-(pyridin-2-yl)benzyl)amino)-3-cyanopyrazolo[1,5-a]pyrimidin-5-yl)amino)methyl)-3-hydroxypiperidine-1-carboxylate